bis[4,4'-di-tert-butyl-2,2'-bipyridine] iridium (III) hexafluorophosphate F[P-](F)(F)(F)(F)F.[Ir+3].C(C)(C)(C)C1=CC(=NC=C1)C1=NC=CC(=C1)C(C)(C)C.C(C)(C)(C)C1=CC(=NC=C1)C1=NC=CC(=C1)C(C)(C)C.F[P-](F)(F)(F)(F)F.F[P-](F)(F)(F)(F)F